(R)-2,4-dimethylpiperazine-1-carbonyl chloride C[C@H]1N(CCN(C1)C)C(=O)Cl